rac-(3R,4R)-1-cyclopentyl-4-{[5-(2,4,6-trifluoro-phenyl)-isoxazole-3-carbonyl]-amino}-piperidine-3-carboxylic acid C1(CCCC1)N1C[C@H]([C@@H](CC1)NC(=O)C1=NOC(=C1)C1=C(C=C(C=C1F)F)F)C(=O)O |r|